OC1=CC=NC2=CC=C(C=C12)C1=C2C=C(C(=CC2=CC=2C=COC21)OC)OC 9-(4-hydroxyquinolin-6-yl)-6,7-dimethoxynaphtho[2,3]furan